2-(4-(3-fluorophenyl)-3-methyl-1H-pyrazol-1-yl)-4,5-bis(4-(trifluoromethyl)phenyl)thiazole FC=1C=C(C=CC1)C=1C(=NN(C1)C=1SC(=C(N1)C1=CC=C(C=C1)C(F)(F)F)C1=CC=C(C=C1)C(F)(F)F)C